(R)-1-(3-(9-Methyl-6-(4-(trifluoromethoxy)phenyl)-9H-purin-2-yl)pyrrolidin-1-yl)prop-2-en-1-one CN1C2=NC(=NC(=C2N=C1)C1=CC=C(C=C1)OC(F)(F)F)[C@H]1CN(CC1)C(C=C)=O